CN1CC2CCC(C1)N2C(=O)C=2C=C1C(=NC2)NC=C1C=1C=C2C=CC=NC2=CC1 (3-methyl-3,8-diazabicyclo[3.2.1]octan-8-yl)(3-(quinolin-6-yl)-1H-pyrrolo[2,3-b]pyridin-5-yl)methanone